1-(2,6-dichlorophenyl)-4-((4-((4-methylpiperazin-1-yl)sulfonyl)phenyl)amino)-1H-pyrazole-3-carboxamide ClC1=C(C(=CC=C1)Cl)N1N=C(C(=C1)NC1=CC=C(C=C1)S(=O)(=O)N1CCN(CC1)C)C(=O)N